C(C1=CC=CC=C1)N1C2=C(SCC1=O)C=CC(=C2)NC(=O)NC2=CNC1=CC=C(C=C21)C=2C=NN(C2)CCO 1-(4-benzyl-3-oxo-3,4-dihydro-2H-benzo[b][1,4]thiazin-6-yl)-3-(5-(1-(2-hydroxyethyl)-1H-pyrazol-4-yl)-1H-indol-3-yl)urea